C1(CCCCCC1)[C@@H](C(=O)NC1=CC=C(C=N1)C=1C(=[N+](C=CC1C)[O-])C)NC(=O)C=1C(=NOC1)C (S)-6'-(2-cycloheptyl-2-(3-methylisoxazole-4-carboxamido)acetamido)-2,4-dimethyl-[3,3'-bipyridine] 1-oxide